C1(C2=CC=C3C(=COC4=C3C3=CC=CC=C3C=C4)C2=CC=C1)=O dinaphthopyrone